5-(1-(4-fluorobenzyl)-1H-indazol-6-yl)-1-methylpyridin-2(1H)-one FC1=CC=C(CN2N=CC3=CC=C(C=C23)C=2C=CC(N(C2)C)=O)C=C1